N-methyltetrahydro-cyclopenta[C]pyrrole-4,6(1H,5H)-dione CN1CC2C(C1)C(CC2=O)=O